aminopentan-1-ol NC(CCCC)O